C(C)OC(CN1C([C@H]([C@@H](C1)C=1C(=CC2=C(CCO2)C1)F)NC(=O)NC1=CC=C(C=C1)F)=O)=O |o1:7,8| (-)-2-{(3S*,4R*)-4-(6-fluoro-2,3-dihydrobenzofuran-5-yl)-3-[3-(4-fluorophenyl)ureido]-2-oxopyrrolidin-1-yl}acetic acid ethyl ester